3-((5-(bromomethyl)pyridin-2-yl)amino)piperidine-2,6-dione BrCC=1C=CC(=NC1)NC1C(NC(CC1)=O)=O